trans-4-((4-(2-Cyclopropyloxazol-4-yl)pyridin-2-yl)-((trans-4-(5-methoxy-6-methylpyridin-2-yl)cyclohexyl)meth-yl)carbamoyl)cyclohexyl (2-hydroxy-2-methylbutyl)carbamate OC(CNC(O[C@@H]1CC[C@H](CC1)C(N(C[C@@H]1CC[C@H](CC1)C1=NC(=C(C=C1)OC)C)C1=NC=CC(=C1)C=1N=C(OC1)C1CC1)=O)=O)(CC)C